N-(4-((7-isopropyl-7H-pyrrolo[2,3-D]pyrimidine-4-yl)oxy)phenyl)-2-(4-(trifluoromethoxy)phenyl)acetamide C(C)(C)N1C=CC2=C1N=CN=C2OC2=CC=C(C=C2)NC(CC2=CC=C(C=C2)OC(F)(F)F)=O